methyl 6-bromo-2-chloroquinoline-3-carboxylate BrC=1C=C2C=C(C(=NC2=CC1)Cl)C(=O)OC